N[C@@H](C(=O)O)COC(N)=O (R)-2-AMINO-3-(CARBAMOYLOXY)PROPANOIC ACID